Cl[Si](N([Si](C)(Cl)Cl)C(C)CC)(C)Cl 1,1,3,3-tetrachloro-1,3-dimethyl-2-sec-butyldisilazane